C(C)(C)C1=C(NC2=CC=C(C=C12)C1CCNCC1)C=1C(=CC=2N(C1)N=NN2)C 6-(3-isopropyl-5-(piperidin-4-yl)-1H-indol-2-yl)-7-methyltetrazolo[1,5-a]pyridine